(2S,3S,4S,5S,6R)-4,5-bis(benzyloxy)-6-((benzyloxy)methyl)-3-hydroxy-2-(4-phenoxyphenyl)-1,2-oxaphosphinane 2-oxide C(C1=CC=CC=C1)O[C@@H]1[C@H]([P@@](O[C@@H]([C@H]1OCC1=CC=CC=C1)COCC1=CC=CC=C1)(C1=CC=C(C=C1)OC1=CC=CC=C1)=O)O